CN1N=NC=C1C1=CC=C(C=C1)B(O)O (4-(1-methyl-1H-1,2,3-triazol-5-yl)phenyl)boronic acid